methyl 6-bromo-4-methoxypyrrolo[2,1-f][1,2,4]triazine-2-carboxylate BrC=1C=C2C(=NC(=NN2C1)C(=O)OC)OC